(R)-1-((R)-3-(9H-carbazol-9-yl)-2-hydroxypropyl)-5-methylpiperidin-2-one C1=CC=CC=2C3=CC=CC=C3N(C12)C[C@H](CN1C(CC[C@H](C1)C)=O)O